methyl (((6-(((((R)-1-methoxy-1-oxopropan-2-yl)amino)(propyl)phosphoryl)oxy)-5'-methyl-4-pentyl-2'-(prop-1-en-2-yl)-[1,1'-biphenyl]-2-yl)oxy)(propyl)phosphoryl)-L-alaninate COC([C@@H](C)NP(=O)(CCC)OC1=CC(=CC(=C1C1=C(C=CC(=C1)C)C(=C)C)OP(=O)(CCC)N[C@@H](C)C(=O)OC)CCCCC)=O